C(C1=CC=CC=C1)C1=CC=C(C=C1)C1=CC=CC=C1 4-benzyl-1,1'-biphenyl